2-(2-azidoethyl)-ethylamine N(=[N+]=[N-])CCCCN